BrC1=C(C=C2C(=NC(=NC2=C1F)OC[C@]12CCCN2C[C@@H](C1)F)N1C[C@H]2CC[C@@H](C1)N2C(=O)OC(C)(C)C)Cl tertbutyl (1R,5S)-3-(7-bromo-6-chloro-8-fluoro-2-(((2R,7aS)-2-fluorotetrahydro-1H-pyrrolizin-7a(5H)-yl)methoxy)quinazolin-4-yl)-3,8-diazabicyclo[3.2.1]octane-8-carboxylate